[Si](OCC)([O-])([O-])[O-] ethyl orthosilicate